FC=1C=CC=2N(C1)N=CC2C(=O)NC2=C(C=C(C(=C2)NC(=O)C=2C=NC=CC2)F)C 6-fluoro-N-[4-fluoro-2-methyl-5-(pyridine-3-carbonylamino)phenyl]pyrazolo[1,5-a]pyridine-3-carboxamide